ClC1=C(C=CC=C1[N+](=O)[O-])C(C)=O 1-(2-chloro-3-nitrophenyl)ethanone